BrC=1C=NC(=NC1)O[C@@H]1CN(CC1)C(=O)OC(C)(C)C (S)-tert-butyl 3-((5-bromopyrimidin-2-yl)oxy)pyrrolidine-1-carboxylate